tert-butyl (S)-2-((3-(tertbutoxy)-3-oxopropoxy)methyl)pyrrolidine-1-carboxylate C(C)(C)(C)OC(CCOC[C@H]1N(CCC1)C(=O)OC(C)(C)C)=O